CC=1N=NC=C(C1[C@@H](C)OC=1C(=C2C(=NN(C2=CC1)C1OCCCC1)C=1C=NC(=CC1)N1CC2(CN(C2)S(=O)(=O)C)C1)OC)C 5-[(1R)-1-(3,5-dimethylpyridazin-4-yl)ethoxy]-4-methoxy-3-[6-(2-methylsulfonyl-2,6-diazaspiro[3.3]heptan-6-yl)-3-pyridyl]-1-tetrahydropyran-2-yl-indazole